3-fluoro-6,12-dihydro-7H-chromeno[4,3-b]quinolin-7-one FC1=CC=C2C(=C1)OCC1=C2NC2=CC=CC=C2C1=O